CC1(OB(OC1(C)C)C=1C=C(CNC(OCCCC)=O)C=CC1)C butyl 3-(4,4,5,5-tetramethyl-1,3,2-dioxaborolan-2-yl)benzylcarbamate